2-methyl-5-{[(1r,4r)-4-{[6-chloro-2-(trifluoromethyl)quinolin-4-yl]amino}cyclohexyl]carbamoyl}pyrazin-1-ium-1-olate CC1=[N+](C=C(N=C1)C(NC1CCC(CC1)NC1=CC(=NC2=CC=C(C=C12)Cl)C(F)(F)F)=O)[O-]